FC1=NC=C(C(=C1)C(=O)O)F 2,5-difluoropyridine-4-carboxylic acid